calcium oxygen samarium borate B([O-])([O-])[O-].[Sm+3].[O+2].[Ca+2]